3-[(quinolin-3-yl)amino]prop-1-yn N1=CC(=CC2=CC=CC=C12)NCC#C